N-((2,4-dioxo-1,3-diazaspiro[4.4]nonane-6-yl)methyl)-[1,1'-biphenyl]-4-sulfonamide O=C1NC2(C(N1)=O)C(CCC2)CNS(=O)(=O)C2=CC=C(C=C2)C2=CC=CC=C2